2-(3,5-dichloro-4-((6-chloro-5-cyclopentylpyridazin-3-yl)oxy)phenyl)hydrazine ClC=1C=C(C=C(C1OC=1N=NC(=C(C1)C1CCCC1)Cl)Cl)NN